Benzyl-4-(carbamothioylaminocarbamoyl)piperidine C(C1=CC=CC=C1)N1CCC(CC1)C(NNC(N)=S)=O